FC1=C(C=CC(=C1)F)CC1CC2(CN(C2)C(=O)N2C[C@H]3COC=4C=NNC4[C@H]3C2)C1 (-)-[6-[(2,4-Difluorophenyl)methyl]-2-azaspiro[3.3]heptan-2-yl]-[(1R,9S)-7-oxa-3,4,11-triazatricyclo[7.3.0.02,6]dodeca-2(6),4-dien-11-yl]methanone